FC1=CC=CC2=C1NC[C@@H]1[C@@H](C(N2C)=O)N(C(C1)=O)C1=NC(=CC(=C1)C(F)(F)F)C (3AR,11aS)-6-fluoro-10-methyl-1-(6-methyl-4-(trifluoromethyl)pyridin-2-yl)-1,3a,4,5,10,11a-hexahydro-2H-benzo[b]pyrrolo[2,3-f][1,4]diazocine-2,11(3H)-dione